NC1(CC1)C1=NNC(=N1)C1CC2(CN(C2)C(=O)N2CC3(C2)CC(C3)CC=3C=CC(=C(C#N)C3)C(F)(F)F)C1 5-[[2-[6-[3-(1-aminocyclopropyl)-1H-1,2,4-triazol-5-yl]-2-azaspiro[3.3]heptane-2-carbonyl]-2-azaspiro[3.3]heptan-6-yl]methyl]-2-(trifluoromethyl)benzonitrile